Ethyl N-(4-((4-methoxyphenyl)sulfonamido)isoquinolin-1-yl)-N-((4-methoxyphenyl)sulfonyl)glycinate COC1=CC=C(C=C1)S(=O)(=O)NC1=CN=C(C2=CC=CC=C12)N(CC(=O)OCC)S(=O)(=O)C1=CC=C(C=C1)OC